BrC1(C(N=C(C2=CC=CC=C12)C=1C=NC(=C(C1)OC)OC)(C)C)Br 4,4-dibromo-1-(5,6-dimethoxy-3-pyridyl)-3,3-dimethyl-isoquinoline